dithiobis(butylene propionate) C(CCCC(C(=O)[O-])C)SSCCCCC(C(=O)[O-])C